6-t-butyl-[3-(2,4,8,10-tetra-t-butyldibenzo[d,f][1,3,2]dioxaphosphepin-6-yloxy)propyl]-methylphenol C(C)(C)(C)C1=CC=C(C(=C1O)C)CCCOP1OC2=C(C3=C(O1)C(=CC(=C3)C(C)(C)C)C(C)(C)C)C=C(C=C2C(C)(C)C)C(C)(C)C